2'-O-(tertbutyldimethylsilyl)-cytidine C(C)(C)(C)[Si](O[C@H]1[C@@H](O[C@@H]([C@H]1O)CO)N1C(=O)N=C(N)C=C1)(C)C